ClC1=C(C=C(C=C1C=1C=NC2=CC(=NC=C2C1)N(C)CC1=CC=C(C=C1)OC)N1CC=C(C=C1)C(C)(C)C#N)F N-(4-chloro-3-fluoro-5-(7-((4-methoxybenzyl)(methyl)amino)-1,6-naphthyridin-3-yl)phenyl)-4-(2-cyanoprop-2-yl)pyridine